C(C=C)(=O)N1CCN(CC1)C1=CC(=NC=2CN(CCC12)C1=CC=CC2=CC=CC(=C12)C)C(=O)N[C@@H]1COC[C@@H]1N1CCOCC1 |r| rac-4-(4-acryloylpiperazin-1-yl)-7-(8-methylnaphthalen-1-yl)-N-(cis-4-morpholinotetrahydrofuran-3-yl)-5,6,7,8-tetrahydro-1,7-naphthyridine-2-carboxamide